(trans)-5-(Azetidin-3-yl)-2-[3-(difluoromethyl)cyclobutyl]pyridine N1CC(C1)C=1C=CC(=NC1)[C@@H]1C[C@H](C1)C(F)F